[Cl-].[Cl-].ClCC=1C=C(C=C(C1)CCl)C(=[Zr+2](C1(C(C(C(C2(C3C(=C4C=5C=CC=CC5CC4=C21)C=CCC3)C)(C)C)(C)C)(C)C)C)C3C=CC=C3)C3=CC(=CC(=C3)CCl)CCl di-(3,5-dichloromethyl-phenyl)methylene(cyclopentadienyl)(octamethyloctahydrodibenzofluorenyl)zirconium dichloride